OCC(CO)(CO)CO Tetrakishydroxymethylmethane